S1N=NN=C1 1,2,3,4-thiatriazol